5-Chloro-N-[6-(5-chloro-1,3-benzoxazol-2-yl)spiro[3.3]heptan-2-yl]-2-methylsulfonyl-pyridine-4-carboxamide ClC=1C(=CC(=NC1)S(=O)(=O)C)C(=O)NC1CC2(C1)CC(C2)C=2OC1=C(N2)C=C(C=C1)Cl